ClC=1C(=CC(=C(N)C1)F)C=1C(=NC=C(C1)F)F 5-Chloro-4-(2,5-difluoropyridin-3-yl)-2-fluoroaniline